COC([C@@H](NC([C@@H](NC(=O)C1=CSC(=C1)C1=CC=C(C=C1)NC(=O)OC(C)(C)C)CO)=O)CO[Si](C1=CC=CC=C1)(C1=CC=CC=C1)C(C)(C)C)=O.FC(C=1C=C2C=NC(NC2=CC1)=O)(F)F 6-(trifluoromethyl)quinazolin-2-one Methyl-N-((5-(4-((tert-butoxycarbonyl)amino)phenyl)thiophene-3-carbonyl)-L-seryl)-O-(tert-butyldiphenylsilyl)-L-serinate